4-[(1-ethyl-1H-pyrazol-4-yl)methyl]-2-{2-fluoro-5-[(2R)-2-methylmorpholin-4-yl]-3-(trifluoromethyl)phenyl}-2,4-dihydro-3H-1,2,4-triazol-3-one C(C)N1N=CC(=C1)CN1C(N(N=C1)C1=C(C(=CC(=C1)N1C[C@H](OCC1)C)C(F)(F)F)F)=O